3-nitrotoluene [N+](=O)([O-])C=1C=C(C)C=CC1